5-(N-(2-(4-(3-Chlorothiophene-2-carbonyl)piperazin-1-yl)phenyl)-N-phenethylsulfamoyl)-3-methylbenzofuran ClC1=C(SC=C1)C(=O)N1CCN(CC1)C1=C(C=CC=C1)N(S(=O)(=O)C=1C=CC2=C(C(=CO2)C)C1)CCC1=CC=CC=C1